Cl.N(=[N+]=[N-])CCCN 3-azidopropan-1-amine hydrochloride